O=C1NC(=O)N([C@H]2C[C@H](O)[C@@H](CO)O2)C=C1F 5-fluoro-2-deoxyuridine